N1C(=CC2=CC=CC=C12)C(=O)N1CC=2N(CC1C)C=NC2C(=O)N(C)C2(CC2)C=2C=C(C(=O)OC)C=CC2 Methyl 3-(1-(7-(1H-indole-2-carbonyl)-N,6-dimethyl-5,6,7,8-tetrahydroimidazo[1,5-a]pyrazine-1-carboxamido)cyclopropyl)benzoate